o-hydroxyphenyl-acetone OC1=C(C=CC=C1)CC(C)=O